hexane-1,6-diol diacrylate C(C=C)(=O)OCCCCCCOC(C=C)=O